CN(C(CCCCCCCCC)CCCCCC\C=C/CCCCCCCCCCC)C (17Z)-N,N-Dimethylnonacosa-17-en-10-amine